N,N-didecylacetamide C(CCCCCCCCC)N(C(C)=O)CCCCCCCCCC